N-(3-bromo-4-fluorophenyl)-5-chloro-2-methoxypyridine-3-sulfonamide BrC=1C=C(C=CC1F)NS(=O)(=O)C=1C(=NC=C(C1)Cl)OC